N1=C(C=CC=C1)CN(CC1=NC=CC=C1)CC1=NC=CC=C1 tris(2-PYRIDYLMETHYL)amine